N-cyclohexyltryptamine C1(CCCCC1)NCCC1=CNC2=CC=CC=C12